5-((6-(3-(Difluoromethyl)-4-fluorophenyl)-1H-pyrazolo[4,3-b]pyridin-1-yl)methyl)thiophene-2-carbonitrile FC(C=1C=C(C=CC1F)C=1C=C2C(=NC1)C=NN2CC2=CC=C(S2)C#N)F